2-methyl-4,5-dinitro-1,2,3-triazole CN1N=C(C(=N1)[N+](=O)[O-])[N+](=O)[O-]